2-(2,6-dioxo-3-piperidyl)isoindoline-1,3-dione difumarate C(\C=C\C(=O)O)(=O)O.C(\C=C\C(=O)O)(=O)O.O=C1NC(CCC1N1C(C2=CC=CC=C2C1=O)=O)=O